F[C@@H]1CN(CC1)C1=CC=C(C=N1)CNC1=NC=NC(=C1)C1=CN=C2N1C=CC=C2 N-({6-[(3S)-3-fluoropyrrolidin-1-yl]pyridin-3-yl}methyl)-6-{imidazo[1,2-a]pyridin-3-yl}pyrimidin-4-amine